FC1=CC=C(C=C1)C1=CC=C(C=O)C=C1 4-(p-fluorophenyl)benzaldehyde